O=C1NC(CCC1C1=CC=CC(=N1)NC1CCC(CC1)C(=O)O)=O (1r,4r)-4-((6-(2,6-dioxopiperidin-3-yl)pyridin-2-yl)amino)cyclohexane-1-carboxylic acid